CN1CC=NC2=CC=CC=C12 1-methylquinoxaline